COC(C1=CC(=C(C=C1)[N+](=O)[O-])SCCC(=O)OC)=O 3-((3-methoxy-3-oxopropyl)thio)-4-nitrobenzoic acid methyl ester